C(C)OC(=O)C=1C(=NOC1)C(C)(C)F 3-(1-fluoro-1-methyl-ethyl)isoxazole-4-carboxylic acid ethyl ester